L-3-amino-alanine NC[C@H](N)C(=O)O